3-(2-hydroxy-2-methylpropoxy)-5-(5-methyl-1,3-thiazol-2-yl)benzoic acid OC(COC=1C=C(C(=O)O)C=C(C1)C=1SC(=CN1)C)(C)C